tri(ethyl)amine C(C)N(CC)CC